ClC1=C2C3=C(NC2=C(C=C1F)NC)N=CC(=C3N3CC[C@@H]1[C@H]3CN(C1)C)C1=CN3C(C(=CC=C3C=C1)C(=O)O)=O 7-(5-chloro-6-fluoro-8-(methylamino)-4-((3aS,6aS)-5-methyl-2,3,3a,4,6,6a-hexahydropyrrolo[2,3-c]pyrrol-1-yl)-9H-pyrido[2,3-b]indol-3-yl)-4-oxo-4H-quinolizine-3-carboxylic acid